2-[(7,8-difluoro-2-methyl-3-quinolyl)oxy]-6-fluoro-α,α-dimethyl-benzyl alcohol FC1=CC=C2C=C(C(=NC2=C1F)C)OC1=C(C(C)(C)O)C(=CC=C1)F